2,4-dihydro-2,4-benzoxazine N1COCC2=C1C=CC=C2